FC1=CC=C2C(=C(NC2=C1F)C1=CC=C(C=C1)F)C(=O)NN 6,7-difluoro-2-(4-fluorophenyl)-1H-indole-3-carbohydrazide